2-((8,9-difluoro-6-oxo-1,4,5,6-tetrahydro-2H-pyrano[3,4-c]isoquinolin-1-yl)amino)ethane-1-sulfonamide FC=1C(=CC=2C3=C(NC(C2C1)=O)COCC3NCCS(=O)(=O)N)F